BrC1=CC(=C2C(=CC=NC2=C1)O)C 7-Bromo-5-methylquinolin-4-ol